3-[(3S,4S)-4-amino-3-methyl-2-oxa-8-azaspiro[4.5]dec-8-yl]-6-(2,3-dichlorophenyl)-5-methyl-2-pyridinemethanol N[C@@H]1[C@@H](OCC12CCN(CC2)C=2C(=NC(=C(C2)C)C2=C(C(=CC=C2)Cl)Cl)CO)C